(3R,3aR)-7-[4-[4-[[1-(3-aminopropanoyl)-4-piperidyl]-difluoro-methyl]-6-chloro-2-pyridyl]piperazin-1-yl]sulfonyl-3-(hydroxymethyl)-3a,4-dihydro-3H-oxazolo[4,3-c][1,4]benzoxazin-1-one NCCC(=O)N1CCC(CC1)C(C1=CC(=NC(=C1)Cl)N1CCN(CC1)S(=O)(=O)C1=CC2=C(N3[C@H](CO2)[C@@H](OC3=O)CO)C=C1)(F)F